(S)-1-chloro-3-(2,6-dichloro-4-((4-((S)-2-hydroxy-3-methoxypropoxy)phenyl)sulfonyl)phenoxy)propan-2-ol ClC[C@H](COC1=C(C=C(C=C1Cl)S(=O)(=O)C1=CC=C(C=C1)OC[C@H](COC)O)Cl)O